7,8-dihydroxy-2-oxo-2H-chromene-4-carboxylic acid OC1=CC=C2C(=CC(OC2=C1O)=O)C(=O)O